COC1=C(N)C=CC=C1C=1C=NN(C1)C 2-methoxy-3-(1-methyl-1H-pyrazol-4-yl)aniline